1-acetyl-4-(3-(cyclopropylmethoxy)-4-(difluoromethoxy)phenyl)-N-((6-fluoropyridin-2-yl)methyl)pyrrolidine-2-carboxamide C(C)(=O)N1C(CC(C1)C1=CC(=C(C=C1)OC(F)F)OCC1CC1)C(=O)NCC1=NC(=CC=C1)F